C1(=C(C(=CC(=C1)C)C)S(=O)(=O)ON)C O-mesityl-sulfonylhydroxylamine